(S)-6-allyl-2-((4-((2-hydroxy-1-phenylethyl)amino)-5-(5-(2-hydroxypropan-2-yl)-1,3,4-oxadiazol-2-yl)pyridin-2-yl)amino)-7,7-dimethyl-6,7-dihydro-5H-pyrrolo[3,4-d]pyrimidin-5-one C(C=C)N1C(C=2N=C(N=CC2C1=O)NC1=NC=C(C(=C1)N[C@H](CO)C1=CC=CC=C1)C=1OC(=NN1)C(C)(C)O)(C)C